C(=O)(O)C1=CC=C(C(=[N+]1[O-])C1=CC=C(C=C1)F)SC 6-carboxy-2-(4-fluorophenyl)-3-(methylthio)pyridine 1-oxide